ClC1=C(C=C(C=C1)F)NC1=C(C=C(S1)C(=O)NC)NC(C1=CC(=CC(=C1)C(F)(F)F)F)=O 5-[(2-chloro-5-fluorophenyl)amino]-4-[3-fluoro-5-(trifluoromethyl)benzamido]-N-methylthiophene-2-carboxamide